C(C)(C)(C)OC(=O)N1CCN(CC1)C1=CC=C(C=C1)C(=O)O 4-(4-carboxyphenyl)piperazine-1-carboxylic acid tert-butyl ester